6-bromo-N-(5-(2-morpholinyl-2-oxoethyl)-2-(piperidin-1-yl)phenyl)picolinamide BrC1=CC=CC(=N1)C(=O)NC1=C(C=CC(=C1)CC(=O)N1CCOCC1)N1CCCCC1